N-{5-[2-(2,6-dichlorophenyl)acetamido]pyridazin-3-yl}-N-(4-fluorophenyl)acetamide ClC1=C(C(=CC=C1)Cl)CC(=O)NC=1C=C(N=NC1)N(C(C)=O)C1=CC=C(C=C1)F